6-((tert-butyldimethylsilyl)oxy)-2-chloro-4-methylbenzo[d]thiazole [Si](C)(C)(C(C)(C)C)OC1=CC2=C(N=C(S2)Cl)C(=C1)C